4-{5-[(3,4-difluorobenzylidene)amino]-1,3,4-thiadiazol-2-yl}catechol FC=1C=C(C=NC2=NN=C(S2)C=2C=C(C(O)=CC2)O)C=CC1F